C(C)(=O)N1CCN(CC1)CCOC1=C(C=C(C=C1)NC(=O)C1CC1)Br N-[4-[2-(4-acetylpiperazin-1-yl)ethoxy]-3-bromo-phenyl]cyclopropanecarboxamide